CC(COC(=O)C1=NN(C2=CC=CC(=C2C1=O)S(=O)(=O)C)C1=CC=C(C=C1)OC(F)(F)F)(C)C 5-methylsulfonyl-4-oxo-1-[4-(trifluoromethoxy)phenyl]cinnoline-3-carboxylic acid 2,2-dimethylpropyl ester